C(C)OC(=O)C1CN(C1)CC1=CC=C(C=C1)C1=CN=C([Se]1)C1=CC(=C(C=C1)OC(C)C)C#N 1-(4-(2-(3-cyano-4-isopropoxyphenyl)-1,3-selenazol-5-yl)benzyl)azetidine-3-carboxylic acid ethyl ester